2,4-DIMETHYLPYRIDINE CC1=NC=CC(=C1)C